(tert-butyl 3-(3-amino-4-bromo-1H-pyrazol-1-yl) propyl) carbamate C(N)(OCCC(N1N=C(C(=C1)Br)N)C(C)(C)C)=O